N1CC[C@H](CCC1)C1=CC=2C(=NC=CC2NC=2C=CC3=C(N=CS3)C2)S1 (S)-N-(2-(azepan-4-yl)thieno[2,3-b]pyridin-4-yl)benzo[d]thiazol-5-amine